6-(5-((2-(4-methylpiperazin-1-yl)pyridin-4-yl)amino)-1H-pyrrolo[2,3-b]pyridin-3-yl)-N-(1-methylpiperidin-4-yl)quinazolin-4-amine CN1CCN(CC1)C1=NC=CC(=C1)NC=1C=C2C(=NC1)NC=C2C=2C=C1C(=NC=NC1=CC2)NC2CCN(CC2)C